5-(trans-4-{[3-(4-Fluorophenyl)propyl]methylamino}cyclohexyl)-1,3-dihydrobenzoimidazol-2-one FC1=CC=C(C=C1)CCCN([C@@H]1CC[C@H](CC1)C1=CC2=C(NC(N2)=O)C=C1)C